ethyl 2-(4-(2-fluoro-4-hydroxy-3-isopropylbenzyl)-3-isopropylphenoxy)acetate FC1=C(CC2=C(C=C(OCC(=O)OCC)C=C2)C(C)C)C=CC(=C1C(C)C)O